[Na+].C(C)N(C1=CC(=CC=C1)C)CC(CS(=O)(=O)[O-])O ethyl-N-(2-hydroxy-3-sulfopropyl)-3-methylaniline sodium salt